N-((1r,4r)-4-(3-fluoropropoxy)cyclohexyl)-5,6-dihydrobenzo[f]imidazo[1,5-d][1,4]oxazepine-10-carboxamide FCCCOC1CCC(CC1)NC(=O)C=1C=CC2=C(C=3N(CCO2)C=NC3)C1